C(#N)C=1C=C(C=CC1)C=1N=C(SC1C1=CC(=NC(=C1)C)C)NC(=O)N1[C@@H](CNCC1)CO (2S)-N-[4-(3-Cyanophenyl)-5-(2,6-dimethyl-4-pyridyl)thiazol-2-yl]-2-(hydroxymethyl)piperazin-1-carboxamid